1-({3,4-difluoro-2-[(2-fluoro-4-iodophenyl)amino]Phenyl}carbonyl)-N-(2-piperidin-1-ylethyl)azetidine-3-carboxamide dodecyl-3,5-diaminobenzoate C(CCCCCCCCCCC)OC(C1=CC(=CC(=C1)N)N)=O.FC=1C(=C(C=CC1F)C(=O)N1CC(C1)C(=O)NCCN1CCCCC1)NC1=C(C=C(C=C1)I)F